2,2-diphenyl-2H-furan C1(=CC=CC=C1)C1(OC=CC1)C1=CC=CC=C1